1-(((7-(8-ethyl-7-fluoro-3-(methoxymethoxy)naphthalen-1-yl)-8-fluoro-4-(2,3,6,7-tetrahydro-1H-azepin-1-yl)pyrido[4,3-d]pyrimidin-2-yl)oxy)methyl)cyclopropane-1-carbaldehyde C(C)C=1C(=CC=C2C=C(C=C(C12)C1=C(C=2N=C(N=C(C2C=N1)N1CCC=CCC1)OCC1(CC1)C=O)F)OCOC)F